C1(=CC=CC=C1)S(=O)(=O)N1[C@@H](CCC1)C(=O)O N-benzenesulfonylproline